dicyano-3-hexylrhodanine C(#N)C1(C(N(C(S1)=S)CCCCCC)=O)C#N